C1(CC1)C=1N=CC2=C3C(=CC(=C2C1)S(NCC(C)C)(=O)=O)[C@@H](C[C@H]3NS(=O)(=O)C)NC(=O)C=3C=NC=CC3 |r| N-[trans-(7RS,9RS)-3-cyclopropyl-9-(methylsulfonylamino)-5-(2-methylpropylsulfamoyl)-8,9-dihydro-7H-cyclopenta[H]isoquinolin-7-yl]pyridine-3-carboxamide